methyl 1-((1-acetylindolin-5-yl)sulfonyl)-1H-pyrrole-3-carboxylate C(C)(=O)N1CCC2=CC(=CC=C12)S(=O)(=O)N1C=C(C=C1)C(=O)OC